((R)-3-Aminopiperidin-1-yl)(2-(1-(cyclopropylmethyl)-7-(1-(tetrahydro-2H-pyran-2-carbonyl)azetidin-3-yl)-1H-indol-2-yl)-3-methylpyrazolo[1,5-a]pyridin-6-yl)methanone N[C@H]1CN(CCC1)C(=O)C=1C=CC=2N(C1)N=C(C2C)C=2N(C1=C(C=CC=C1C2)C2CN(C2)C(=O)C2OCCCC2)CC2CC2